N-(3-((2-amino-5-chloropyridin-3-yl)oxy)phenyl)-3-(4-methyl-piperazin-1-yl)benzamide NC1=NC=C(C=C1OC=1C=C(C=CC1)NC(C1=CC(=CC=C1)N1CCN(CC1)C)=O)Cl